4-{[(tert-butyldimethylsilyl)oxy]methyl}cyclohexan-1-one [Si](C)(C)(C(C)(C)C)OCC1CCC(CC1)=O